FC=1C=C(C=NC1)C=1SC(=CN1)C1=CC=CC(=N1)C1=NC=CC=N1 2-[6-[2-(5-fluoro-3-pyridyl)-5-thiazolyl]-2-pyridyl]-pyrimidine